Pyrazine-1-aldehyde N1(CC=NC=C1)C=O